5-cyclopropyl-2-(3-methoxy-2,6-dimethylbenzyl)-6-methylpyridazin-3(2H)-one C1(CC1)C1=CC(N(N=C1C)CC1=C(C(=CC=C1C)OC)C)=O